FC=1C=C(NC1)C(=O)OC methyl 4-fluoro-1H-pyrrole-2-carboxylate